6-(Cyanomethoxy)-N-(2-(4-cyanothiazolidin-3-yl)-2-oxoethyl)quinoline-4-carboxamide C(#N)COC=1C=C2C(=CC=NC2=CC1)C(=O)NCC(=O)N1CSCC1C#N